6-chloro-5'-(5-chloro-2-isopropylphenyl)-2'-(2,4-dimethoxypyrimidin-5-yl)-3'-isopropyl-3'H-spiro[indoline-3,4'-pyrrolo[3,4-d]imidazole]-2,6'(5'H)-dione ClC1=CC=C2C(=C1)NC(C21N(C(C=2N=C(N(C21)C(C)C)C=2C(=NC(=NC2)OC)OC)=O)C2=C(C=CC(=C2)Cl)C(C)C)=O